C12CN(CC2CC1)C1=NC(=CC(=C1)C1CN(C1)C(=O)OC(C)(C)C)NC1=NC=C(N=C1)C tert-butyl 3-(2-{3-azabicyclo[3.2.0]heptan-3-yl}-6-[(5-methylpyrazin-2-yl)amino]pyridin-4-yl)azetidine-1-carboxylate